CC1=C(C=CC(=C1)C)NC1=NC=NC2=CC(=C(C=C12)NC(C(C)C)=O)OCCN1CCOCC1 N-(4-((2,4-dimethylphenyl)amino)-7-(2-morpholinoethoxy)quinazolin-6-yl)isobutyramide